FC1=CC=C(C=C1)C(CO)C=1C=NC(=NC1)N1CCN(CC1)C=1C=NN2C1C=CC(=C2)C=2C=NN(C2)C 2-(4-fluorophenyl)-2-(2-(4-(6-(1-methyl-1H-pyrazol-4-yl)pyrazolo[1,5-a]pyridin-3-yl)piperazin-1-yl)pyrimidin-5-yl)ethan-1-ol